N-(2-((3-(2-(5-((2-(2,6-dioxopiperidin-3-yl)-1,3-dioxoisoindolin-4-yl)amino)pentanamido)ethyl)pyrrolidin-1-yl)methyl)-1H-benzo[d]imidazol-5-yl)-1-methyl-1H-indazole-5-carboxamide O=C1NC(CCC1N1C(C2=CC=CC(=C2C1=O)NCCCCC(=O)NCCC1CN(CC1)CC1=NC2=C(N1)C=CC(=C2)NC(=O)C=2C=C1C=NN(C1=CC2)C)=O)=O